(E)-3-[(2-Methoxyphenyl)thio]-1-phenyl-3-(trimethylsilyl)prop-2-en-1-one COC1=C(C=CC=C1)S/C(=C/C(=O)C1=CC=CC=C1)/[Si](C)(C)C